C(CCCCCC(=O)OCC)(=O)OCC 1,7-diethyl pimelate